NC1=NC(=C(C(=O)N(C2=CC=CC=C2)C)C=C1)C 6-amino-N,2-dimethyl-N-phenylnicotinamide